ClC1=CC(=C(N=N1)NC1C[C@@H]2[C@@H](CN(C2)C(=O)OC(C)(C)C)C1)C1CC1 tert-butyl (3aR,5s,6aS)-5-((6-chloro-4-cyclopropylpyridazin-3-yl)amino)hexahydrocyclopenta[c]pyrrole-2(1H)-carboxylate